Cl.FC(C=1C=C(C=C(C1)[N+](=O)[O-])[C@@H](C)N)F |r| (R/S)-1-(3-(difluoromethyl)-5-nitrophenyl)ethan-1-amine hydrochloride